BrC1=CC=C(C(=O)C2(N(C(C(C2)=CC2=CC=C(C=C2)F)=O)CCC)C(=O)NC(C)(C)C)C=C1 2-(4-bromobenzoyl)-N-(tert-butyl)-4-(4-fluorobenzylidene)-5-oxo-1-propylpyrrolidine-2-carboxamide